3-bromo-N-((6-(trifluoromethyl)-[2,3'-bipyridin]-6'-yl)methyl)-1H-1,2,4-triazol-5-amine BrC1=NNC(=N1)NCC1=CC=C(C=N1)C1=NC(=CC=C1)C(F)(F)F